ClC=1C(=CC(=C(C(=O)NC2=C(C(=NC=C2)OC[C@@H]2OC(OC2)(C)C)F)C1)OC1=C(C=C(C=C1)F)C)C(F)(F)F (S)-5-chloro-N-(2-((2,2-dimethyl-1,3-dioxolan-4-yl)methoxy)-3-fluoropyridin-4-yl)-2-(4-fluoro-2-methylphenoxy)-4-(trifluoromethyl)benzamide